ClC=1CCOCC1C1SCCCS1 4-chloro-5-(1,3-dithian-2-yl)-3,6-dihydro-2H-pyran